C(CC)[N+]12CCN(CC1)CC2 1-propyl-1,4-diazabicyclo[2.2.2]octan-1-ium